D-Glucopyranosyl β-D-fructofuranoside OC[C@]1(OC2[C@H](O)[C@@H](O)[C@H](O)[C@H](O2)CO)[C@@H](O)[C@H](O)[C@H](O1)CO